CC(CO)(C)C1=CC=C(C=C1)NC 2-methyl-2-(4-(methylamino)phenyl)propan-1-ol